COC(C1=C(C=C(C(=C1)OCCCNC(CC1=C(C=CC=C1)F)=O)OC)[N+](=O)[O-])=O 5-(3-(2-(2-fluorophenyl)acetamido)propoxy)-4-methoxy-2-nitrobenzoic acid methyl ester